3-[2-(4-chloro-3-fluorophenoxy)acetamido]-N-[2-(3-methylpyridin-2-yl)ethyl]bicyclo[1.1.1]pentane-1-carboxamide ClC1=C(C=C(OCC(=O)NC23CC(C2)(C3)C(=O)NCCC3=NC=CC=C3C)C=C1)F